CN1CC=2C=CC=NC2C2=C1C(=NC=C2)N 6-methyl-5,6-dihydropyrido[3,4-h][1,6]naphthyridin-7-amine